2-(5-bromo-1,3,4-thiadiazol-2-yl)-N-((1R,2S)-1-cyano-2-methylcyclopropyl)-4-(4-isobutyrylpiperazin-1-yl)-2H-indazole-6-sulfonamide BrC1=NN=C(S1)N1N=C2C=C(C=C(C2=C1)N1CCN(CC1)C(C(C)C)=O)S(=O)(=O)N[C@]1([C@H](C1)C)C#N